4-methoxy-3-methylthiophen-2-amine COC=1C(=C(SC1)N)C